N1(CCNCC1)C(=O)OS(=O)(=O)C1=C(C=C(C=C1)NC(=O)NCC=1C=NC=CC1)C(C)(C)C tert-butyl-((4-(3-(pyridin-3-ylmethyl) ureido) phenyl) sulfonyl) piperazine-1-carboxylate